FC(OC1=C(C=C(C=C1)SC)C1(C=CNN1COCC[Si](C)(C)C)N)F 5-[2-(difluoromethoxy)-5-(methylsulfanyl)phenyl]-1-[[2-(trimethylsilyl)ethoxy]methyl]-1H-pyrazol-5-amine